NC1=C(C=2C(=NC(=C(N2)C)C)C=N1)C#CC=1C=NC=C(C(=O)NC2=CC(=CC=C2)C(F)(F)F)C1 5-((7-Amino-2,3-dimethylpyrido[3,4-b]pyrazin-8-yl)ethynyl)-N-(3-(trifluoromethyl)phenyl)nicotinamide